(S)-(cyano(cyclopropyl)methyl)carbamic acid benzyl ester C(C1=CC=CC=C1)OC(N[C@@H](C1CC1)C#N)=O